1-[6-[[5-fluoro-4-(3-isopropylpyrazolo[1,5-a]pyridin-5-yl)pyrimidin-2-yl]amino]-3-pyridinyl]-1,4-diazepin-2-one FC=1C(=NC(=NC1)NC1=CC=C(C=N1)N1C(CN=CC=C1)=O)C1=CC=2N(C=C1)N=CC2C(C)C